FC1=C(C=C(C(=C1)F)C(NC(C)(CC(C)(C)C)C)=O)C=1C(=CC(=C(C1)NC(=O)C1=CNC(C=C1C(F)(F)F)=O)N1C[C@H](N([C@H](C1)C)C)C)F N-[5-[2,4-difluoro-5-(2,4,4-trimethylpentan-2-ylcarbamoyl)phenyl]-4-fluoro-2-[(3R,5S)-3,4,5-trimethylpiperazin-1-yl]phenyl]-6-oxo-4-(trifluoromethyl)-1H-pyridine-3-carboxamide